N-(6-methyl-2-(2-methyl-morpholino)pyrimidin-4-yl)-2-(6-azaspiro[2.5]octan-6-yl)benzamide CC1=CC(=NC(=N1)N1CC(OCC1)C)NC(C1=C(C=CC=C1)N1CCC2(CC2)CC1)=O